ClC1=C(C=C(C=C1)F)C1=CC2=C([C@@H](CCO2)CNC=2C=NC=CC2C(=O)O)C=C1 3-({[(4R)-7-(2-chloro-5-fluorophenyl)-3,4-dihydro-2H-1-benzopyran-4-yl]methyl}amino)pyridine-4-carboxylic acid